COC(CNC(=O)[C@@H]1[C@H](C1)C1=CC=CC=C1)(C)C1=CC(=NC=C1)OC (1S,2S)-N-[2-methoxy-2-(2-methoxy-4-pyridyl)propyl]-2-phenyl-cyclopropanecarboxamide